ClC(CO)C(C)O 2-chloro-1,3-butanediol